(4-amino-7-chloro-3-methylimidazo[1,5-a]quinoxalin-8-yl)((4aS,9bS)-7-(trifluoromethyl)-3,4,4a,9b-tetrahydrofuro[3,2-b:4,5-c']dipyridin-1(2H)-yl)methanone NC=1C=2N(C3=CC(=C(C=C3N1)Cl)C(=O)N1[C@@H]3[C@H](CCC1)OC=1C3=CN=C(C1)C(F)(F)F)C=NC2C